C[C@]12CC(C[C@](CC1)(N2)C)=CC2=CC=C(N=N2)C2=C(C=C(C=C2)N2C=NC=C2)O 2-(6-((Z)-((1R,5S)-1,5-dimethyl-8-azabicyclo[3.2.1]octan-3-ylidene)methyl)pyridazin-3-yl)-5-(1H-imidazol-1-yl)phenol